2-butoxy-1,4-naphthalenediol C(CCC)OC1=C(C2=CC=CC=C2C(=C1)O)O